2-((2-chloro-5-(cyclopropoxymethyl)pyrimidin-4-yl)oxy)-1-fluoro-10-methyl-5,6,8,9,10,11-hexahydro-7H-pyrido[3',4':4,5]pyrrolo[2,3-f]isoquinolin-7-one ClC1=NC=C(C(=N1)OC=1N=CC=2CCC3=C(C2C1F)NC1=C3C(NCC1C)=O)COC1CC1